CN(C)CC1=NC2=C(C=CC=C2C=C1)NS(=O)(=O)C1=CC(=CC=C1)C N-(2-((Dimethylamino)methyl)quinolin-8-yl)-3-methylbenzenesulfonamide